4-(1,3-dimethyl-5-(4-methyl-7-(trifluoromethyl)-3,4-dihydroquinoxalin-1(2H)-yl)-2-oxo-1,2-dihydroquinolin-7-yl)piperidin CN1C(C(=CC2=C(C=C(C=C12)C1CCNCC1)N1CCN(C2=CC=C(C=C12)C(F)(F)F)C)C)=O